ClC1=CC=C(C=N1)C([2H])N(C1=CC(OC1)=O)CC(F)F 4-(((6-chloropyridin-3-yl)deuteromethyl)(2,2-difluoroethyl)amino)furan-2(5H)-one